3-((3-aminopropyl)(methyl)amino)propan-1-ol NCCCN(CCCO)C